1,10-Decandicarboxylic acid C(CCCCCCCCCC(=O)O)C(=O)O